methyl (3R,7aR)-3-(((tert-butyldiphenylsilyl)oxy)methyl)tetrahydro-1H-pyrrolizine-7a(5H)-carboxylate [Si](C1=CC=CC=C1)(C1=CC=CC=C1)(C(C)(C)C)OC[C@H]1CC[C@]2(CCCN12)C(=O)OC